(1S,6R)-3-(7-bromo-2-chloro-8-fluoroquinazolin-4-yl)-3,9-diazabicyclo[4.2.1]nonane-9-carboxylic acid tert-butyl ester C(C)(C)(C)OC(=O)N1[C@@H]2CN(CC[C@H]1CC2)C2=NC(=NC1=C(C(=CC=C21)Br)F)Cl